BrC=1C=C2[C@H](C3(CCNCC3)CC2=CC1)NS(=O)C(C)(C)C N-((S)-5-bromo-1,3-dihydrospiro[indene-2,4'-piperidin]-3-yl)-2-methylpropane-2-sulfinamide